tert-butyl 8-methoxy-4,4-dimethyl-1-oxo-3H-isoquinoline-2-carboxylate COC=1C=CC=C2C(CN(C(C12)=O)C(=O)OC(C)(C)C)(C)C